CN1C=NC(=C1)S(=O)(=O)N1CCC(CC1)NC1=NC=C(C(=N1)C=1C=NN(C1)C1=C(C=C(C=C1)CN1CCOCC1)C)C(F)(F)F N-(1-((1-Methyl-1H-imidazol-4-yl)sulfonyl)piperidin-4-yl)-4-(1-(2-methyl-4-(morpholinomethyl)phenyl)-1H-pyrazol-4-yl)-5-(trifluoromethyl)pyrimidin-2-amine